(2R,5S)-4-(7-(3-chloro-5-fluorophenyl)-5-cyclopropyl-7H-pyrrolo[2,3-d]pyrimidin-4-yl)-2,5-dimethylpiperazine-1-carboxylic acid tert-butyl ester C(C)(C)(C)OC(=O)N1[C@@H](CN([C@H](C1)C)C=1C2=C(N=CN1)N(C=C2C2CC2)C2=CC(=CC(=C2)F)Cl)C